BrC=1SC(=CN1)C(=O)NC1=C(C(=CC=C1F)OC)Cl 2-Bromo-N-(2-chloro-6-fluoro-3-methoxyphenyl)thiazole-5-carboxamide